(3-fluoro-4-((1-isopropyl-2-keto-2,3-dihydro-1H-imidazo[4,5-b]pyridin-7-yl)oxy)phenyl)-1-(pyridin-4-yl)-5-(trifluoromethyl)-1H-pyrazole-4-carboxamide FC=1C=C(C=CC1OC1=C2C(=NC=C1)NC(N2C(C)C)=O)C2=NN(C(=C2C(=O)N)C(F)(F)F)C2=CC=NC=C2